2,4-dimethylphenyl ether CC1=C(C=CC(=C1)C)OC1=C(C=C(C=C1)C)C